(2R,3S)-3-(bromomethyl)oxirane-2-carboxylic acid BrC[C@@H]1[C@@H](O1)C(=O)O